(S)-N-(2-(2-cyanopyrrolidin-1-yl)-2-oxoethyl)-6-(3-(piperazin-1-yl)propoxy)quinolin-4-formamide C(#N)[C@H]1N(CCC1)C(CNC(=O)C1=CC=NC2=CC=C(C=C12)OCCCN1CCNCC1)=O